tert-butyl 7-amino-5-azaspiro[2.4]heptane-5-carboxylate NC1CN(CC12CC2)C(=O)OC(C)(C)C